7-(diethylamino)quinoline-3-carboxylic acid ethyl ester C(C)OC(=O)C=1C=NC2=CC(=CC=C2C1)N(CC)CC